7-(benzyloxy)-1,1,1-trifluoroheptan-3-one C(C1=CC=CC=C1)OCCCCC(CC(F)(F)F)=O